5-(4-((3-ethyl-1-(4-methoxybenzyl)-2-oxo-2,3-dihydro-1H-pyrimido[4,5,6-de]quinazolin-8-yl)methyl)piperazin-1-yl)-N-methylpyridinamide C(C)N1C(N(C2=CC(=CC=3C2=C1N=CN3)CN3CCN(CC3)C=3C=CC(=NC3)C(=O)NC)CC3=CC=C(C=C3)OC)=O